(2-(3-(benzyloxy)cyclobutoxy)phenyl)-4,4,5,5-tetramethyl-1,3,2-dioxaborolane C(C1=CC=CC=C1)OC1CC(C1)OC1=C(C=CC=C1)B1OC(C(O1)(C)C)(C)C